C(C)N(CC[NH+](CC)CC)CC (2-(Diethylamino)Ethyl)Diethylammonium